C(#N)C=1C=C(C=NC1)CO[C@@H](COP(=O)(O)O)COCCCCCCCCCCCCCCCCCC.ClC1(COC1)CO 3-chloro-3-(hydroxymethyl)oxetane ((R)-2-((5-cyanopyridin-3-yl)methoxy)-3-(octadecyloxy)propyl)hydrogenphosphate